N-{[3-(4-{[(3S,4R)-3-fluoro-1-methylpiperidin-4-yl]amino}-1-(2,2,2-trifluoroethyl)-1H-indol-2-yl)-1,2,4-oxadiazol-5-yl]methyl}-1-(propan-2-yl)-1H-pyrrole-3-carboxamide F[C@H]1CN(CC[C@H]1NC1=C2C=C(N(C2=CC=C1)CC(F)(F)F)C1=NOC(=N1)CNC(=O)C1=CN(C=C1)C(C)C)C